FC=1C(=CC(=C(C1)C1=CC=C(N=N1)N1CC(CC1)N(C(OC(C)(C)C)=O)C1CC(C1)F)O)C1=CN=C(S1)C tert-butyl N-(1-{6-[5-fluoro-2-hydroxy-4-(2-methyl-1,3-thiazol-5-yl)phenyl]pyridazin-3-yl}pyrrolidin-3-yl)-N-[(1r,3r)-3-fluorocyclobutyl]carbamate